S(=O)(=O)(O)O.C(C)(C)(C)C1=CC=C(C=C1)CC[Na] 2-(4-tert-butyl-phenyl)-1-ethyl-sodium sulfate